The molecule is a furancarboxylate that is the conjugate base of 5-formyl-2-furoic acid, obtained by deprotonation of the carboxy group; major species at pH 7.3. It is a furancarboxylate and an aldehydic acid anion. It is a conjugate base of a 5-formyl-2-furoic acid. C1=C(OC(=C1)C(=O)[O-])C=O